4-{N-(biphenyl-4-yl)-N-(9,9-dimethyl-9H-fluoren-2-yl)amino}phenylboronic acid C1(=CC=C(C=C1)N(C1=CC=2C(C3=CC=CC=C3C2C=C1)(C)C)C1=CC=C(C=C1)B(O)O)C1=CC=CC=C1